N1C=C(C2=CC=CC=C12)C(CNC(C(C)(C)C)=O)C1=CNC2=CC=CC=C12 N-(2,2-bis(1H-indol-3-yl)ethyl)pivaloamide